N-(7-fluoro-1,1-dimethyl-2,3-dihydro-1H-inden-5-yl)-2-((3-hydroxy-1,2-oxazol-5-yl)carbonyl)-6-methoxy-1,2,3,4-tetrahydroisoquinoline-1-carboxamide FC=1C=C(C=C2CCC(C12)(C)C)NC(=O)C1N(CCC2=CC(=CC=C12)OC)C(=O)C1=CC(=NO1)O